NCC(C)C 1-amino-2-methylpropan